N-((5-chloro-6-((6-methylpyridin-2-yl)methoxy)-1H-indol-2-yl)methyl)-1-methylcyclopropane-1-carboxamide ClC=1C=C2C=C(NC2=CC1OCC1=NC(=CC=C1)C)CNC(=O)C1(CC1)C